N1=C(N=CC2=C1CNCC2)NC2=CC=C(C=C2)CC#N 2-[4-({5H,6H,7H,8H-pyrido[3,4-d]pyrimidin-2-yl}amino)phenyl]acetonitrile